di-tert-butyl-2-(2-bromo-5-hydroxyphenyl)piperazine C(C)(C)(C)N1CC(N(CC1)C(C)(C)C)C1=C(C=CC(=C1)O)Br